6-Bromo-1-methyl-1H-indazole BrC1=CC=C2C=NN(C2=C1)C